C(#N)[C@H](C[C@H]1C(NCC1)=O)NC(=O)[C@H]1N(CCC1)C([C@H](C(C)(C)C)NC(C(F)(F)F)=O)=O (2S)-N-[(1S)-1-cyano-2-[(3S)-2-oxopyrrolidin-3-yl]ethyl]-1-[(2S)-3,3-dimethyl-2-[(2,2,2-trifluoroacetyl)amino]butanoyl]pyrrolidine-2-carboxamide